4-(benzyloxycarbonylamino)-4-methylpiperidin C(C1=CC=CC=C1)OC(=O)NC1(CCNCC1)C